C(#N)C1=CC=C(C=C1)NC(=O)C=1C(=NC=C(C1)C(F)(F)F)OC1=C(C=C(C=C1)F)OC N-(4-cyanophenyl)-2-(4-fluoro-2-methoxy-phenoxy)-5-(trifluoromethyl)pyridine-3-carboxamide